N1NCCC(CCCCCCCC1)=O diazacyclotridecane-5-one